ClC1=CC=C(CN2C[C@@H](CCC2)C2=CC=NC=3N2N=C(C3CN[C@@H](C)C3=CC=CC=C3)C)C=C1 (S)-N-((7-((R)-1-(4-chlorobenzyl)piperidin-3-yl)-2-methylpyrazolo[1,5-a]pyrimidin-3-yl)methyl)-1-phenylethan-1-amine